C(C=C)(=O)N1CCC(CC1)C=1C=NC=CC1C1=CC(=C(CNC(=O)C2=NOC(=N2)C(C)(C)C)C=C1)C N-(4-(3-(1-acryloylpiperidin-4-yl)pyridin-4-yl)-2-methylbenzyl)-5-(tert-butyl)-1,2,4-oxadiazole-3-carboxamide